2-toluenesulfonyl-2-azabicyclo[2.2.1]heptane C(C1=CC=CC=C1)S(=O)(=O)N1C2CCC(C1)C2